Methyl (S)-3-benzyl-2-oxo-1,3-oxazinane-4-carboxylate C(C1=CC=CC=C1)N1C(OCC[C@H]1C(=O)OC)=O